N-(5-bromo-1H-pyrrolo[3,2-b]pyridin-3-yl)-1-methyl-6-(trifluoromethyl)-1H-benzo[d]imidazol-2-amine BrC1=CC=C2C(=N1)C(=CN2)NC2=NC1=C(N2C)C=C(C=C1)C(F)(F)F